N1(CCOCC1)C1=CC=C(NC2=NC=CC(=N2)C2=CC=C(C=C2)NC(=O)[C@H]2NCCC2)C=C1 (2S)-N-[4-[2-(4-morpholin-4-ylanilino)pyrimidin-4-yl]phenyl]pyrrolidine-2-carboxamide